(9aS)-octahydropyrazino[2,1-c][1,4]oxazine C1OCCN2[C@H]1CNCC2